2-(3-chlorophenyl)-3-(N,N-dibenzylamino)-1-propylboronic acid pinacol ester ClC=1C=C(C=CC1)C(CB1OC(C)(C)C(C)(C)O1)CN(CC1=CC=CC=C1)CC1=CC=CC=C1